2,4-diamino-6-pyrrolidinopyrimidine-3-oxide NC1=NC(=CC(=[N+]1[O-])N)N1CCCC1